2-thiazol-4-yl-ethyl-isoindoline-1,3-dione S1C=NC(=C1)CCN1C(C2=CC=CC=C2C1=O)=O